FC1=C(C=C(C=C1)CC1=NNC(C2=CC=CC=C12)=O)P1(CCN(CC1)C(=O)N(C)C)=O 4-(2-fluoro-5-((4-oxo-3,4-dihydrophthalazin-1-yl)methyl)phenyl)-N,N-dimethyl-1,4-azaphosphinane-1-carboxamide 4-oxide